sodium dibutyltin dilaurate C(CCCCCCCCCCC)(=O)[O-].C(CCCCCCCCCCC)(=O)[O-].C(CCC)[Sn+2]CCCC.[Na+]